[Si](C1=CC=CC=C1)(C1=CC=CC=C1)(C(C)(C)C)OCCC1(C(C1)CO)C (2-(2-((tert-butyldiphenylsilyl)oxy)ethyl)-2-methylcyclopropyl)methanol